4-(5-(1-methyl-1H-pyrazol-3-yl)benzo[d]oxazol-2-yl)picolinic acid CN1N=C(C=C1)C=1C=CC2=C(N=C(O2)C2=CC(=NC=C2)C(=O)O)C1